FC=1C=CC=C2C3=CC=C(C(C[C@]4(C[C@H](CC4)NS(=O)(=O)C)C=4OC=C(COC12)N4)=C3)F N-[(1'S,14R)-6,17-difluorospiro[8,12-dioxa-21-azatetracyclo[14.3.1.110,13.02,7]henicosa-1(19),2,4,6,10,13(21),16(20),17-octaene-14,3'-cyclopentane]-1'-yl]methanesulfonamide